[C@H]12NC[C@H]([C@@H]1NC1=C(C(=NC3=C(C(=C(C=C13)CCC#N)Br)F)SC)C#CC)C2 3-(4-(((1R,4R,5S)-2-Azabicyclo[2.1.1]hexan-5-yl)amino)-7-bromo-8-fluoro-2-(methylthio)-3-(prop-1-yn-1-yl)quinolin-6-yl)propanenitrile